4-[3,3-difluoro-4-[2-(1-piperidyl)ethoxy]pyrrolidin-1-yl]-6-(2,4-dimethoxypyrimidin-5-yl)thieno[2,3-d]pyrimidine FC1(CN(CC1OCCN1CCCCC1)C=1C2=C(N=CN1)SC(=C2)C=2C(=NC(=NC2)OC)OC)F